Ethyl (R)-2-(4-(3-acetoxypyrrolidine-1-carboxamido)-2-fluorophenyl)-8-ethylimidazo[1,2-b]pyridazine-6-carboxylate C(C)(=O)O[C@H]1CN(CC1)C(=O)NC1=CC(=C(C=C1)C=1N=C2N(N=C(C=C2CC)C(=O)OCC)C1)F